tert-Butyl (4-bromo-3-cyano-7-fluorobenzo[b]thiophen-2-yl)carbamate BrC1=CC=C(C=2SC(=C(C21)C#N)NC(OC(C)(C)C)=O)F